1-(4-(3-(4-chloro-3-fluorophenyl)-1,2,4-oxadiazol-5-yl)piperidin-1-yl)-2-(3-methyl-1,2,4-oxadiazol-5-yl)ethan-1-one ClC1=C(C=C(C=C1)C1=NOC(=N1)C1CCN(CC1)C(CC1=NC(=NO1)C)=O)F